ClC=1C=C2C=C(C=NC2=CC1)NC1=NC(=NC=C1)NC=1C=NC(=CC1OC)N1CCNC2(CC2)C1 4-(6-chloro-3-quinolylamino)-2-{6-(4,7-diaza-7-spiro[2.5]octyl)-4-methoxy-3-pyridylamino}pyrimidine